COCC1=CC=CC(=N1)CN1N=NC(=C1)C1=CC(=NC(=N1)N)C1=CC(=CC=C1)C(F)(F)F 6-(1-{[6-(methoxymethyl)-2-pyridinyl]methyl}-1H-1,2,3-triazol-4-yl)-4-[m-(trifluoromethyl)phenyl]-2-pyrimidinylamine